C(CCCCCCCCCCCCCCC(=O)[O-])(=O)OC(C)(C)C Mono-tert-butyl hexadecanedioate